CN(C)C(C)(O)OCC N,N-dimethylamino-ethoxyethanol